4-(3-methyl-4-(((((R)-1-phenylethoxy)carbonyl)amino)isoxazol-5-yl)phenoxy)cyclohexane-1-carboxylic acid CC=1C=C(OC2CCC(CC2)C(=O)O)C=CC1C1=CC(=NO1)NC(=O)O[C@H](C)C1=CC=CC=C1